diallyl peroxy dicarbonate C(OCC=C)(OOOOC(OCC=C)=O)=O